4-{2-[(4-bromopyridin-2-yl)carbamoyl]Ethyl}-1-(propan-2-yl)piperazine-2-carboxylic acid methyl ester COC(=O)C1N(CCN(C1)CCC(NC1=NC=CC(=C1)Br)=O)C(C)C